ClC=1C=C(CNC(=O)C2(CC(C2)=O)C2=CC=C3C=NN(C3=C2)C)C=C(C1C1C(NC(CC1)=O)=O)Cl N-(3,5-dichloro-4-(2,6-dioxopiperidin-3-yl)benzyl)-1-(1-methyl-1H-indazol-6-yl)-3-oxocyclobutane-1-carboxamide